1-(1-(((4-(3-(4,5-dimethyl-1H-imidazol-2-yl)piperidin-1-yl)-7-(8-ethylnaphthalen-1-yl)-5,6,7,8-tetrahydropyrido[3,4-d]pyrimidin-2-yl)oxy)methyl)cyclopropyl)-N,N-dimethylmethanamine CC=1N=C(NC1C)C1CN(CCC1)C=1C2=C(N=C(N1)OCC1(CC1)CN(C)C)CN(CC2)C2=CC=CC1=CC=CC(=C21)CC